(E)-N'-{[2-chloro-1-(2-ethoxyethyl)-1H-indol-3-yl]methylene}-5-methoxybenzofuran-2-carbohydrazide ClC=1N(C2=CC=CC=C2C1\C=N\NC(=O)C=1OC2=C(C1)C=C(C=C2)OC)CCOCC